S1C=2N(C=C1)N=CC2C(=O)N2CC1(C2)CC(C1)N(C([O-])=O)C1=NC=CC(=C1)OC(F)(F)F 2-(pyrazolo[5,1-b]thiazole-7-carbonyl)-2-azaspiro[3.3]heptan-6-yl(4-(trifluoromethoxy)pyridin-2-yl)carbamate